COC1=CC=C(CN2C(=NC=3C2=NC=CC3)N[C@@H]3C[C@H](CC3)NC3=CC=C(C=N3)N3C(N(C=2C3=NC=CC2)C)=O)C=C1 3-(6-(((1S,3S)-3-((3-(4-methoxybenzyl)-3H-imidazo[4,5-b]pyridin-2-yl)amino)cyclopentyl)amino)pyridin-3-yl)-1-methyl-1,3-dihydro-2H-imidazo[4,5-b]pyridin-2-one